C(N)(=O)OC Methanol carbamate